N-(2,2-dimethylpropyl)-1-[5-(pyridin-4-yl)-1H-pyrazole-3-carbonyl]piperidine-4-carboxamide CC(CNC(=O)C1CCN(CC1)C(=O)C1=NNC(=C1)C1=CC=NC=C1)(C)C